undec-7-enium [CH4+]CCCCCC=CCCC